4-amino-1-(3-pyridyl)-butane NCCCCC=1C=NC=CC1